FC(C=1C=CC2=C(OC3CCNC2C3)C1)(F)F 9-(trifluoromethyl)-3,4,5,6-tetrahydro-2H-2,6-methanobenzo[b][1,5]oxazocine